[SiH3][SiH2]N([SiH3])[SiH3] monosilyl-trisilyl-amine